2-((S)-1-Acryloyl-4-((R)-7-(indolin-1-yl)-2-(((S)-1-methylpyrrolidin-2-yl)methoxy)-5,6,7,8-tetrahydroquinazolin-4-yl)piperazin-2-yl)acetonitrile C(C=C)(=O)N1[C@H](CN(CC1)C1=NC(=NC=2C[C@@H](CCC12)N1CCC2=CC=CC=C12)OC[C@H]1N(CCC1)C)CC#N